FC=1C=CC2=C(N=C(O2)NC2=CC=C(C=C2)NC(CCCNC(OC(C)(C)C)=O)=O)C1 tert-butyl (4-(4-(5-fluorobenzo[d]oxazol-2-ylamino)phenylamino)-4-oxobutyl)carbamate